methyl 2-(aminomethyl)-6-(4-hydroxyphenoxy)pyridine-4-carboxylate NCC1=NC(=CC(=C1)C(=O)OC)OC1=CC=C(C=C1)O